C(C)(C)(C)OC(=O)N1CCC2(CC(C2)C#CC(C)N2N=CC(=C2)C2=C(N=NC(=C2)C2=C(C=CC=C2)OCOC)N)CC1.C(C1=CC=CC=C1)(=O)[O-].C1(C=CC=C1)[Ti+3].C(C1=CC=CC=C1)(=O)[O-].C(C1=CC=CC=C1)(=O)[O-] cyclopentadienyl-titanium benzoate tert-butyl-2-[3-[4-[3-amino-6-[2-(methoxymethoxy)phenyl]pyridazin-4-yl]pyrazol-1-yl]but-1-ynyl]-7-azaspiro[3.5]nonane-7-carboxylate